C(C)OP(OCC)(=O)CC1=CC(=C(C(=C1)C(C)(C)C)O)C(C)(C)C 3,5-di-t-butyl-4-hydroxybenzyl-phosphonic acid diethyl ester